tert-Butyl 4-[4-amino-5-{4-{[(1-isopropyl-2,4-dioxo-3-phenyl-1,2,3,4-tetrahydropyrimidin-5-yl)carbonyl]amino}phenyl}pyrrolo[2,1-f][1,2,4]triazin-7-yl]piperidine-1-carboxylate NC1=NC=NN2C1=C(C=C2C2CCN(CC2)C(=O)OC(C)(C)C)C2=CC=C(C=C2)NC(=O)C=2C(N(C(N(C2)C(C)C)=O)C2=CC=CC=C2)=O